methyl (phenoxathiine-3-carbonyl)glycinate C1=CC(=CC=2OC3=CC=CC=C3SC12)C(=O)NCC(=O)OC